tert-butyl 9-((4'-chloro-2-((4-(4-(methoxycarbonyl)phenyl)piperazin-1-yl)methyl)-[1,1'-biphenyl]-4-yl)methyl)-3,9-diazaspiro[5.5]undecane-3-carboxylate ClC1=CC=C(C=C1)C1=C(C=C(C=C1)CN1CCC2(CCN(CC2)C(=O)OC(C)(C)C)CC1)CN1CCN(CC1)C1=CC=C(C=C1)C(=O)OC